(R)-4-(4-(1-(2-fluoroethyl)-1H-pyrazol-3-yl)-7-(1H-pyrazol-5-yl)imidazo[1,5-b]pyridazin-2-yl)-3-methylmorpholine FCCN1N=C(C=C1)C=1C=2N(N=C(C1)N1[C@@H](COCC1)C)C(=NC2)C2=CC=NN2